3-ethyl-1-methyl-6-nitro-1H-imidazo[4,5-b]pyridin-2(3H)-one C(C)N1C(N(C=2C1=NC=C(C2)[N+](=O)[O-])C)=O